FC1=C(C=C(C(=C1)C)C=1C=C(C=2N(C1)C=CN2)N2CCOCC2)NC(=O)C=2C=NN(C2)C(C(F)(F)F)C N-(2-fluoro-4-methyl-5-(8-morpholinoimidazo[1,2-a]pyridin-6-yl)phenyl)-1-(1,1,1-trifluoropropan-2-yl)-1H-pyrazole-4-carboxamide